N-(2-(2,6-dioxopiperidin-3-yl)-1-oxoisoindolin-5-yl)-3,4-dihydroquinoline-1(2H)-carboxamide O=C1NC(CCC1N1C(C2=CC=C(C=C2C1)NC(=O)N1CCCC2=CC=CC=C12)=O)=O